1-(3,4-dichloro-pyridin-2-yl)-5-trifluoromethyl-1H-pyrazole-4-carboxylic acid ClC=1C(=NC=CC1Cl)N1N=CC(=C1C(F)(F)F)C(=O)O